C1(CC1)N1N=CC(=N1)C1=C2C=NNC2=C(C=C1)C1=CC=C(N=N1)N(C1C[C@H]2CC[C@@H](C1)N2)C (1R,3s,5S)-N-(6-(4-(2-cyclopropyl-2H-1,2,3-triazol-4-yl)-1H-indazol-7-yl)pyridazin-3-yl)-N-methyl-8-azabicyclo[3.2.1]octan-3-amine